C1(=CC=CC=C1)C(C1=CC=CC=C1)=N[C@H]1C[C@](CC1)(C(=O)OCC1=CC=CC=C1)CC(=O)OC benzyl (1S,3R)-3-((diphenylmethylene)amino)-1-(2-methoxy-2-oxoethyl)cyclopentane-1-carboxylate